(2R,7aR)-2-hydroxy-5-oxotetrahydro-1H-pyrrolizine O[C@@H]1C[C@H]2CCC(N2C1)=O